4-(4-(2-methoxyethyl)piperazin-1-yl)-[1,1'-biphenyl] COCCN1CCN(CC1)C1=CC=C(C=C1)C1=CC=CC=C1